O[C@@](C1=CC(=C(N=N1)C1=C(C=C(C=C1)C(F)(F)F)O)C)([2H])[C@H]1CN(CCC1)C 2-(6-((S)-hydroxy((R)-1-methylpiperidin-3-yl)methyl-d)-4-methylpyridazin-3-yl)-5-(trifluoromethyl)phenol